(R)-(4-(4-methylpyrazolo[1,5-a]pyridin-2-yl)-1,4,6,7-tetrahydro-5H-imidazo[4,5-c]pyridin-5-yl)(2-(pyrazin-2-yl)oxazol-5-yl)methanone CC=1C=2N(C=CC1)N=C(C2)[C@@H]2N(CCC1=C2N=CN1)C(=O)C1=CN=C(O1)C1=NC=CN=C1